N-(2-pyridylmethyl)-N'-(formylaminomethyl)-N'-(5,6,7,8-tetrahydro-8-quinolinyl)-1,4-xylylenediamine N1=C(C=CC=C1)CNCC1=CC=C(C=C1)CN(C1CCCC=2C=CC=NC12)CNC=O